C1(CC1)C1=CC(=NN1)NC1=NC(=NC=C1)N1CC(CCC1)C1(CC1)NC(OC(C)(C)C)=O tert-butyl N-[1-[1-[4-[(5-cyclopropyl-1H-pyrazol-3-yl)amino]pyrimidin-2-yl]-3-piperidyl]cyclopropyl]carbamate